2,4-dichloro-N-((2,4-dimethylthiazol-5-yl)sulfonyl)benzamide ClC1=C(C(=O)NS(=O)(=O)C2=C(N=C(S2)C)C)C=CC(=C1)Cl